COC=1C=C(CN(C=2OC=C(N2)CN2CCN(CC2)C)CC=2C=C3C=CC=NC3=CC2)C=CC1 N-(3-methoxybenzyl)-4-((4-methylpiperazin-1-yl)methyl)-N-(quinolin-6-ylmethyl)oxazol-2-amine